O=C(CCCN)CCC(CCC(CCCN)=O)=O 4,7,10-trioxotridecane-1,13-diamine